NC1(CN(CC1)C1=C(C(=C(C=C1F)Cl)Cl)CN1C2=NC=NC(=C2N=C1)N)C(=O)NC1CC1 3-Amino-1-(2-((6-amino-9H-purin-9-yl)methyl)-3,4-Dichloro-6-fluorophenyl)-N-cyclopropylpyrrolidin-3-carboxamid